2-Chloro-7-cyclobutyl-6-((4-methoxybenzyl)thio)-7H-purine ClC1=NC(=C2N(C=NC2=N1)C1CCC1)SCC1=CC=C(C=C1)OC